C(C1CO1)OC1=C(C=C(C=C1)C1(C2=CC=CC=C2C=2C=CC=CC12)C1=CC(=C(C=C1)OCC1CO1)C)C 9,9-bis(4-glycidoxy-3-methylphenyl)fluorene